O1C(CCC1)C=CC(=O)OC methyl tetrahydrofuraneacrylate